NC1=C(C(=NN1C1CC(C2=CC=CC=C12)O)C1=CC=C(C=C1)CNC(C1=C(C=CC=C1)OC)=O)C#N N-[[4-[5-amino-4-cyano-1-(3-hydroxyindan-1-yl)pyrazol-3-yl]phenyl]methyl]-2-methoxy-benzamide